ethyl 9-bromo-1-(3,5-difluorophenyl)-8-methoxy-5,6-dihydropyrrolo[2,1-a]isoquinoline-3-carboxylate BrC1=C(C=C2CCN3C(C2=C1)=C(C=C3C(=O)OCC)C3=CC(=CC(=C3)F)F)OC